FC1=CC(=C2C=CC=NC2=C1)NC1CCN(CC1)CC(=O)N1[C@@H](CCC1)C#N (S)-1-(2-(4-((7-Fluorochinolin-5-yl)amino)piperidin-1-yl)acetyl)pyrrolidin-2-carbonitril